methyl 7-[[2-[[2-(2,6-dioxo-3-piperidyl)-1,3-dioxoisoindolin-4-yl]-methyl-amino]acetyl]amino]heptanoate O=C1NC(CCC1N1C(C2=CC=CC(=C2C1=O)N(CC(=O)NCCCCCCC(=O)OC)C)=O)=O